C(C)C(CS)(CS)CS 2-ethyl-2-(mercaptomethyl)propane-1,3-dithiol